ethyl β-D-fructofuranoside OC[C@]1(OCC)[C@@H](O)[C@H](O)[C@H](O1)CO